ClC=1C(=NC(=C(C1)Cl)Cl)OCC(=O)O 2-(3,5,6-trichloropyridin-2-yl)oxyacetic acid